FC=1C=CC2=C(C(NC3=C(S2)C=CC(=C3)C(=O)NC=3C=C(C=CC3)C3=CC=C(C=C3)C(=O)OC)=O)C1 methyl 3'-(2-fluoro-11-oxo-10,11-dihydrodibenzo[b,f][1,4]thiazepine-8-carboxamido)-[1,1'-biphenyl]-4-carboxylate